C(C)(C)(C)OC(=O)N1C2(C=CC(N1C(=O)OC(C)(C)C)(C2(C)C)C)C tetramethyl-2,3-diaza-bicyclo[2.2.1]hept-5-ene-2,3-dicarboxylic acid di-tert-butyl ester